1-(6-nitro-3-pyridinyl)pyrrolidin-3-amine [N+](=O)([O-])C1=CC=C(C=N1)N1CC(CC1)N